FC=1C=C(CC=2C=C3C(N(C=NC3=CC2OC)[C@H]2CCOC[C@@H]2O)=O)C=CC1C(NC)=O 1,5-anhydro-2,3-dideoxy-3-(6-(3-fluoro-4-(methylcarbamoyl)benzyl)-7-methoxy-4-oxoquinazolin-3(4H)-yl)-L-threo-pentitol